N-(3-amino-3-oxo-propyl)-N-(6-bromo-3-pyridyl)carbamic acid 9H-fluoren-9-ylmethyl ester C1=CC=CC=2C3=CC=CC=C3C(C12)COC(N(C=1C=NC(=CC1)Br)CCC(=O)N)=O